trans-4-((3-(1-Cyclopropyl-1H-pyrazol-4-yl)phenyl)((trans-4-(4-methoxy-3-methylphenyl)cyclohexyl)methyl) carbamoyl)cyclohexyl 3-((tert-butoxycarbonyl)amino)azetidine-1-carboxylate C(C)(C)(C)OC(=O)NC1CN(C1)C(=O)O[C@@H]1CC[C@H](CC1)C(N(C[C@@H]1CC[C@H](CC1)C1=CC(=C(C=C1)OC)C)C1=CC(=CC=C1)C=1C=NN(C1)C1CC1)=O